FC1=C2C=C(NC2=C(C(=C1)F)F)C(=O)O 4,6,7-Trifluoroindole-2-carboxylic acid